2-(4-((R or S)-1-(((R)-((R)-8-cyano-1,2,3,4-tetrahydroquinoxalin-2-yl)(phenyl)methyl)amino)propan-2-yl)phenyl)acetamide C(#N)C=1C=CC=C2NC[C@@H](NC12)[C@@H](C1=CC=CC=C1)NC[C@H](C)C1=CC=C(C=C1)CC(=O)N |o1:21|